B(OS(=O)(=O)C(F)(F)F)(OS(=O)(=O)C(F)(F)F)[O-].[Li+] lithium bis(trifluoromethyl sulfonyl) borate